tert-butyl-4-[3-(2,6-dibenzyloxy-3-pyridyl)-1-methyl-indazol-6-yl]-3,6-dihydro-2H-pyridine-1-carboxylate C(C)(C)(C)OC(=O)N1CCC(=CC1)C1=CC=C2C(=NN(C2=C1)C)C=1C(=NC(=CC1)OCC1=CC=CC=C1)OCC1=CC=CC=C1